ClC1=C(C(=O)N2COC3=C(C2)C=CC=C3C3=CC(=C(C(=O)O)C=C3F)N3C2COCC3CC2)C(=CC(=C1)N1CC2(C1)CC(C2)O)Cl 4-[3-[2,6-Dichloro-4-(6-hydroxy-2-azaspiro[3.3]heptan-2-yl)benzoyl]-2,4-dihydro-1,3-benzoxazin-8-yl]-5-fluoro-2-(3-oxa-8-azabicyclo[3.2.1]octan-8-yl)benzoic acid